amino-cysteine NN[C@@H](CS)C(=O)O